CC(CC(CO)C)NC1=C2N=CN(C2=NC=N1)C1OCCCC1 6-(1'-methyl-4-hydroxy-3-methylbutylamino)-9-(tetrahydro-2H-pyran-2-yl)-9H-purine